(R)-2-methylbutane-1,4-diamine C[C@@H](CN)CCN